The molecule is a 2-trans-abscisic acid with (R)-configuration at the chiral centre. It is a conjugate acid of a (R)-2-trans-abscisate. It is an enantiomer of a (S)-2-trans-abscisic acid. CC1=CC(=O)CC([C@@]1(/C=C/C(=C/C(=O)O)/C)O)(C)C